C(CCCC(C)(C)C)(=O)[O-].C(CC)[N+](CCC)(CCC)CCC tetrapropylammonium neooctanoate